C(C)OCOC=1C=C(C=C(C1C1=CC(=CC=C1)C)O)CCCCC 6-(ethoxymethoxy)-3'-methyl-4-pentyl-[1,1'-biphenyl]-2-ol